S(=O)(=O)(O)C1=CC=C(C=C1)N1[NH+]=CN=N1 2-(4-sulfophenyl)-2H-tetrazolium